tert-butyl 6-bromo-3',6'-dihydro-[3,4'-bipyridine]-1'(2'H)-carboxylate BrC1=CC=C(C=N1)C=1CCN(CC1)C(=O)OC(C)(C)C